tert-butyl 2-(5-(1-ethoxyvinyl)thiophen-2-yl)-2-(trifluoromethyl)morpholine-4-carboxylate C(C)OC(=C)C1=CC=C(S1)C1(CN(CCO1)C(=O)OC(C)(C)C)C(F)(F)F